(cyclopropyl-(2-(methylsulfonyl)pyrimidin-4-yl)methyl)carbamic acid benzyl ester C(C1=CC=CC=C1)OC(NC(C1=NC(=NC=C1)S(=O)(=O)C)C1CC1)=O